FC(COC1=CC=C(C=N1)NC=1C2=C(N=CN1)C=CC(=N2)N2CC1(CCN1C(C=C)=O)C2)(F)F 1-[6-[4-[[6-(2,2,2-trifluoroethoxy)-3-pyridyl]amino]pyrido[3,2-d]pyrimidin-6-yl]-1,6-diazaspiro[3.3]heptan-1-yl]prop-2-en-1-one